4-(3-chloro-4-methoxybenzyl)-N-hydroxy-3-oxo-3,4-dihydro-2H-benzo[b][1,4]oxazine-6-carboxamide ClC=1C=C(CN2C3=C(OCC2=O)C=CC(=C3)C(=O)NO)C=CC1OC